N-(8,9-difluoro-6-oxo-1,2,3,4,5,6-hexahydrobenzo[c][1,7]naphthyridin-1-yl)-2-fluoro-N-methyl-4H-thieno[3,2-b]pyrrole-5-carboxamide FC=1C(=CC2=C(C(NC=3CNCC(C23)N(C(=O)C2=CC3=C(N2)C=C(S3)F)C)=O)C1)F